2-Amino-N-(1-[8-chloro-5-(1,1-dioxidothiomorpholin-4-yl)imidazo[1,5-a]pyridin-6-yl]ethyl)pyrazolo[1,5-a]pyrimidine NC1N(N2C(N=CC=C2)=C1)C(C)C=1C=C(C=2N(C1N1CCS(CC1)(=O)=O)C=NC2)Cl